O=C(CC1=CC=C(C=C1)CCCNC([O-])=O)N1CCN(CC1)C=1C=CC=2N(N1)C=NN2 (3-{4-[2-oxo-2-(4-{[1,2,4]triazolo[4,3-b]pyridazin-6-yl}piperazin-1-yl)ethyl]phenyl}propyl)carbamate